COC(CC(C)C)=O 4-methoxy-2-methyl-4-oxobutane